PHENYLARSINE OXIDE C1(=CC=CC=C1)[AsH2]=O